(S)-N-(7-(3-hydroxy-3-methylbut-1-yn-1-yl)-5-methyl-4-oxo-2,3,4,5-Tetrahydrobenzo[b][1,4]oxazepine-3-yl)-3-(pyrimidin-5-yl)imidazo[2,1-b]thiazole-6-carboxamide OC(C#CC1=CC2=C(OC[C@@H](C(N2C)=O)NC(=O)C=2N=C3SC=C(N3C2)C=2C=NC=NC2)C=C1)(C)C